C(C1=CC=CC=C1)OC(=O)N1CC2=C(CC1)N=C(S2)CNC(=O)C2(CC1=CC=CC=C1C2)CC(=O)OC(C)(C)C 2-[[[2-(2-tert-butoxy-2-oxoethyl)indan-2-carbonyl]amino]methyl]-6,7-dihydro-4H-thiazolo[5,4-c]pyridine-5-carboxylic acid benzyl ester